1,3,5-tris(4'-formylphenyl)benzene C(=O)C1=CC=C(C=C1)C1=CC(=CC(=C1)C1=CC=C(C=C1)C=O)C1=CC=C(C=C1)C=O